CN(CCNC(C(C)(C)C=1C=NC(=CC1)NC1=C2C(NCC2=C(C=C1)C1=CN=C2N1C=CC(=C2)F)=O)=O)C N-[2-(dimethyl-amino)ethyl]-2-[6-[[7-(7-fluoroimidazo[1,2-a]pyridin-3-yl)-3-oxo-isoindolin-4-yl]amino]-3-pyridyl]-2-methyl-propanamide